4-(4,4-difluoro-1-((S)-1-((5-fluoropyridin-2-yl)amino)-1-oxopropan-2-yl)piperidin-3-yl)-2-methylpyridine 1-oxide FC1(C(CN(CC1)[C@H](C(=O)NC1=NC=C(C=C1)F)C)C1=CC(=[N+](C=C1)[O-])C)F